chloro-N-ethoxy-4-((2-methoxy-3-(5-methylpyrimidin-2-yl)phenyl)amino)nicotinamide ClC1=C(C(=O)NOCC)C(=CC=N1)NC1=C(C(=CC=C1)C1=NC=C(C=N1)C)OC